COC(=O)[C@@]1(CN(CCC1O)C(=O)OC(C)(C)C)C (3R)-4-Hydroxy-3-methylpiperidin-1,3-dicarboxylic acid 1-(tert-butyl) ester 3-methyl ester